N-{3-[3-Cyclopropyl-5-(2-fluoro-4-iodo-phenylamino)-6,8-dimethyl-2,4,7-trioxo-3,4,6,7-tetrahydro-2H-pyrido[4,3-d]pyrimidin-1-yl]-phenyl}-acetamide sodium salt [Na].C1(CC1)N1C(N(C=2C(C1=O)=C(N(C(C2C)=O)C)NC2=C(C=C(C=C2)I)F)C=2C=C(C=CC2)NC(C)=O)=O